C(C)(C)(C)OC(=O)N1[C@@H]2C(CC[C@H]1CC2)=O (1S,5R)-2-oxo-8-azabicyclo[3.2.1]octane-8-carboxylic acid tert-butyl ester